(R)-3-(1-(6-Chloro-4-(methoxymethyl)pyridin-2-yl)-1H-1,2,3-triazol-4-yl)-3-hydroxy-1-methylpyrrolidin-2-one ClC1=CC(=CC(=N1)N1N=NC(=C1)[C@]1(C(N(CC1)C)=O)O)COC